2-(5-(7,8-dimethyl-[1,2,4]triazolo[1,5-a]pyridin-6-yl)-4-isopropyl-1H-pyrazol-3-yl)-4-methyl-5-(1-(2-(methylsulfonyl)ethyl)piperidin-4-yl)thiazole CC1=C(C=2N(C=C1C1=C(C(=NN1)C=1SC(=C(N1)C)C1CCN(CC1)CCS(=O)(=O)C)C(C)C)N=CN2)C